zinc thiazoleselon S1(C=NC=C1)=[Se].[Zn]